CC1=CC=C(C=C2C(C3(CCC2C3(C)C)C)=O)C=C1 4-methylbenzylenecamphor